(S)-2,2'-di(methoxyl-methoxy)-[1,1'-binaphthyl]-3,3'-dicarboxaldehyde O(C)COC1=C(C2=CC=CC=C2C=C1C=O)C1=C(C(=CC2=CC=CC=C12)C=O)OCOC